C(#N)C1=CC=C(C=C1)N1C(C=CC1=O)=O N-(4-cyanophenyl)maleimide